FC(C=1C=C(COC2CN(C2)C(=O)OC(C)(C)C)C=CC1)(F)F tert-butyl 3-((3-(trifluoromethyl)benzyl)oxy)azetidine-1-carboxylate